C(C)NC(=O)C1=CC=2C(=[N+](C(=CC2C2=C(C=CC(=C2)C(C)(C)O)OC2=C(C=C(C=C2C)F)C)C)[O-])N1 2-(ethylcarbamoyl)-4-(2-(4-fluoro-2,6-dimethylphenoxy)-5-(2-hydroxypropan-2-yl)phenyl)-6-methyl-1H-pyrrolo[2,3-b]pyridine 7-oxide